ClC1=NC(=C(C(=C1C#N)C1=CC=C(C=C1)O[C@@H]1C[C@@H](C1)F)C#N)SCC1COC1 2-chloro-4-(4-((cis)-3-fluoro-cyclobutoxy)phenyl)-6-(((oxetan-3-yl)methyl)thio)pyridine-3,5-dicarbonitrile